FC1=C(C=C(C=C1)F)[C@H]1N(CC[C@H](C1)NC)C(=O)N1CC2(CCCC2)[C@@H](CC1)CN1C(C=C(C=C1)C1=C(C=CC=C1)OC)=O 1-(((R)-7-((2S,4R)-2-(2,5-difluorophenyl)-4-(methylamino)piperidine-1-carbonyl)-7-azaspiro[4.5]dec-10-yl)methyl)-4-(2-methoxyphenyl)pyridin-2(1H)-one